C(C)(C)(C)OC(=O)C1(CC1)C=1C(=NC(=CC1)C(F)(F)F)OC.FC([C@@H]1CC[C@H](CC1)C(=O)C=1N=C(SC1)C(F)(F)F)(F)F (trans-4-(trifluoromethyl)cyclohexyl)(2-(trifluoromethyl)thiazol-4-yl)methanone tert-butyl-1-[2-methoxy-6-(trifluoromethyl)pyridin-3-yl]cyclopropane-1-carboxylate